1-((1R,2s,3S,5s,7s)-5-hydroxyadamantan-2-yl)-3-(2-hydroxyethyl)-3,7-dihydro-4H-pyrrolo[3',2':5,6]pyrido[3,4-d][1,2,3]diazaborinin-4-ol OC12C[C@H]3C([C@H](CC(C1)C3)C2)C=2C3=C(B(N(N2)CCO)O)C=NC2=C3C=CN2